BrC=1C=CC=2N(C1)N=CC2C(=O)NC2=C(C=CC(=C2)C2=NOC(=N2)[C@@H]2[C@H](C2)F)C 6-bromo-N-(5-(5-((1R,2S)-2-fluorocyclopropyl)-1,2,4-oxadiazol-3-yl)-2-methylphenyl)pyrazolo[1,5-a]pyridine-3-carboxamide